2-meth-oxy-3-methyl-pyridin-4-amine COC1=NC=CC(=C1C)N